COC=1C=C(C(O)=CC1OC)O 4,5-dimethoxycatechol